C1(CC1)N1N=C(C=2C1=NC=NC2N)C2=CC=C(C=C2)[N+](=O)[O-] 1-cyclopropyl-3-(4-nitrophenyl)-1H-pyrazolo[3,4-d]pyrimidin-4-amine